2-((3-fluoro-3'-hydroxy-[1,1'-biphenyl]-4-yl-2',4',5,6'-d4)aminomethyl)cyclopent-1-ene-1-carboxylic acid FC=1C=C(C=C(C1NCC1=C(CCC1)C(=O)O)[2H])C=1C(=C(C(=CC1[2H])[2H])O)[2H]